2-(1-(2-((2-fluoro-4-((2-(2,3,5,6-tetrafluorophenyl)propan-2-yl)sulfonyl)phenyl)thio)-5-methoxy-6-((5-methyl-1H-pyrazol-3-yl)amino)pyrimidin-4-yl)piperidin-4-yl)-N,N-dimethylacetamide FC1=C(C=CC(=C1)S(=O)(=O)C(C)(C)C1=C(C(=CC(=C1F)F)F)F)SC1=NC(=C(C(=N1)N1CCC(CC1)CC(=O)N(C)C)OC)NC1=NNC(=C1)C